BrC=1C=C2C(C(NC2=C(C1)F)=O)=O 5-bromo-7-fluoro-indole-2,3-dione